N12C(CCC(NC1)C2)C(=O)N 1,6-diazabicyclo[3.2.1]Octane-2-carboxamide